N-(3-((methylsulfonyl)methyl)phenyl)-5,6,7,8-tetrahydropyrido[3,4-d]pyrimidin-2-amine CS(=O)(=O)CC=1C=C(C=CC1)NC=1N=CC2=C(N1)CNCC2